COCCOC1=C(C=C(C=N1)N1CCN(CC1)CCN(C(OC(C)(C)C)=O)C)C(F)(F)F tert-butyl (2-{4-[6-(2-methoxyethoxy)-5-(trifluoromethyl)pyridin-3-yl]piperazin-1-yl}ethyl)methylcarbamate